C12C(CC(C=C1)C2)CN bicyclo[2.2.1]hept-5-en-2-ylmethylamine